C(CCC\C=C/C\C=C/C\C=C/C\C=C/CCCCC)(=O)N[C@@H]([C@@H](C)CC)C(=O)O N-arachidonoyl-isoleucine